FC(C(=O)[O-])(F)F.C(C)(C)(C)OC(C[N+]1(CCC(CC1)C(=O)OCC1=CC=CC=C1)CCN(C)C)=O cis-benzyl 1-(2-tert-butoxy-2-oxo-ethyl)-1-[2-(dimethylamino)ethyl]piperidin-1-ium-4-carboxylate 2,2,2-trifluoroacetate